(1S,3r)-3-((S)-3-(1-(tert-butoxycarbonyl)azetidin-3-yl)piperidin-1-yl)-1-methylcyclobutane-1-carboxylic acid C(C)(C)(C)OC(=O)N1CC(C1)[C@@H]1CN(CCC1)C1CC(C1)(C(=O)O)C